CN1CCN(CC1)CC=1C=CC2=C(SC(=C2)C(=O)O)C1 6-((4-methylpiperazin-1-yl)methyl)benzo[b]thiophene-2-carboxylic acid